tert-butyl 4-(2-methylindazol-4-yl)piperazine-1-carboxylate CN1N=C2C=CC=C(C2=C1)N1CCN(CC1)C(=O)OC(C)(C)C